di-(tert-butyl)(2,6-dimethoxyphenyl)phosphine C(C)(C)(C)P(C1=C(C=CC=C1OC)OC)C(C)(C)C